C(N)(=O)[C@H]1CN(CCC1)C=1C=C(C=CC1)CC(C(=O)OC(C)(C)C)(C)C tert-butyl (R)-3-(3-(3-carbamoylpiperidin-1-yl) phenyl)-2,2-dimethylpropionate